6-chloro-5-(2,6-difluorophenyl)-7-methyl-1,3-dihydro-2H-benzo[e][1,4]diazepin-2-one ClC1=C(C=CC=2NC(CN=C(C21)C2=C(C=CC=C2F)F)=O)C